ClC=1C=C(C=CC1)NC(C1=C(C=C(C=C1)NC(=O)C1(CCCC1)C1=CC=CC=C1)OC)=O N-(3-chlorophenyl)-2-methoxy-4-(1-phenylcyclopentane-1-carboxamido)benzamide